C1(CC1)C(C=1C=C(C(=O)NC(C)C2=NC=CN=C2C2=NC=CC=C2)C=C(C1)C(F)(F)F)(F)F 3-[cyclopropyl-(difluoro)methyl]-N-[1-[3-(2-pyridyl)pyrazin-2-yl]ethyl]-5-(trifluoromethyl)benzamide